BrC1=CC(=C(C=C1)C=1C=2N(C(=NN1)N[C@H]1CN(CCC1)C)N=C(C2)C)OC(F)(F)F 4-[4-bromo-2-(trifluoromethoxy)phenyl]-2-methyl-N-[(3R)-1-methylpiperidin-3-yl]pyrazolo[1,5-d][1,2,4]triazin-7-amine